N-(4-(2-(2,2-difluoroacetyl)hydrazine-1-carbonyl)-2-fluorobenzyl)methanesulfonamide FC(C(=O)NNC(=O)C1=CC(=C(CNS(=O)(=O)C)C=C1)F)F